Methyl 5-(cyclopropylmethoxy)-4-methoxypyridine-2-carboxylate C1(CC1)COC=1C(=CC(=NC1)C(=O)OC)OC